S1C=NC2=C1C=C(C=C2)\C=C\2/N=C(NC2=O)N[C@@H]2C[C@@H](CCC2)O |r| (+-)-(4Z)-4-(1,3-benzothiazol-6-ylmethylene)-2-[[cis-3-hydroxycyclohexyl]amino]-1H-imidazol-5-one